tert-butyl 7-((3-(2,6-dioxopiperidin-3-yl)-1-methyl-1H-indazol-6-yl)amino)-2-azaspiro[3.5]nonane-2-carboxylate O=C1NC(CCC1C1=NN(C2=CC(=CC=C12)NC1CCC2(CN(C2)C(=O)OC(C)(C)C)CC1)C)=O